methyl N-[5-[6-[[3-(2,2-difluoroethyl)phenyl]-methyl-carbamoyl] imidazo[1,2-a]pyridin-3-yl]-2-pyridyl]carbamate FC(CC=1C=C(C=CC1)N(C(=O)C=1C=CC=2N(C1)C(=CN2)C=2C=CC(=NC2)NC(OC)=O)C)F